FC(C1=CC=C(CN2C=CC3=CC=CC(=C23)C(=O)NC23CC(C2)(C3)CC(=O)O)C=C1)(F)F 2-(3-(1-(4-(trifluoromethyl)benzyl)-1H-indole-7-carboxamido)bicyclo[1.1.1]pentan-1-yl)acetic acid